Racemic-tert-butyl (7RS)-2-bromo-3-iodo-7-methyl-6,7-dihydropyrazolo[1,5-a]pyrazine-5(4H)-carboxylate BrC1=NN2C(CN(C[C@H]2C)C(=O)OC(C)(C)C)=C1I |r|